methyl 3-(cyclopropoxy)-4-formamido-benzoate C1(CC1)OC=1C=C(C(=O)OC)C=CC1NC=O